The molecule is the enal that is (E)-non-2-enal substituted with an oxo group at C-4. It has a role as a human metabolite. It is an enal and an enone. CCCCCC(=O)/C=C/C=O